3-Carboxy-4-Methyl-5-(1-Hydroxypropyl)-2-Furanpropionic Acid C(=O)(O)C1=C(OC(=C1C)C(CC)O)CCC(=O)O